4,4''-bis{N-phenyl-N-(2-phenyl-biphenyl-4-yl)amino}-1,1':4',1''-terphenyl C1(=CC=CC=C1)N(C1=CC(=C(C=C1)C1=CC=CC=C1)C1=CC=CC=C1)C1=CC=C(C=C1)C1=CC=C(C=C1)C1=CC=C(C=C1)N(C1=CC=CC=C1)C1=CC(=C(C=C1)C1=CC=CC=C1)C1=CC=CC=C1